thioglycolic acid calcium salt [Ca+2].C(CS)(=O)[O-].C(CS)(=O)[O-]